6-methyl-2-oxo-1-phenyl-5-(pyrimidin-2-yl)-1,2-dihydropyridine-3-carboxamide CC1=C(C=C(C(N1C1=CC=CC=C1)=O)C(=O)N)C1=NC=CC=N1